FC1(CN(C1)CC1=NN(C2=CC=C(C=C12)[N+](=O)[O-])C)F 3-((3,3-Difluoroazetidin-1-yl)methyl)-1-methyl-5-nitro-1H-indazole